3-((4-(5-(2-chloro-[1,1'-biphenyl]-3-yl)-1,3,4-oxadiazol-2-yl)benzyl)amino)propanoic acid ClC1=C(C=CC=C1C1=NN=C(O1)C1=CC=C(CNCCC(=O)O)C=C1)C1=CC=CC=C1